[3-(dimethylamino) propyl]-9-(6-{[(10Z,12Z,15Z)-1-oxooctadeca-9,12,15-trienyl] oxy} hexyl)-2-methyl-7-oxo-2,6-diaza-8-oxapentadecan-15-yl (10Z,12Z,15Z)-octadeca-9,12,15-trienoate C(CCCCCCC\C=C/C\C=C/C\C=C/CC)(=O)OC(CCCCCC(OC(NCCCN(C)C)=O)CCCCCCOC(CCCCCCC\C=C/C\C=C/C\C=C/CC)=O)CCCN(C)C